C1(CCCCC1)NC(=O)C=1N=C(OC1)C1=CC=C(C=C1)C(C)(C)O N-cyclohexyl-2-(4-(2-hydroxypropan-2-yl)phenyl)oxazole-4-carboxamide